OC=1C=C(C=CC1)C=1[C@@H](OC2=C(C1C)C=C(C=C2)O)C2=CC=C(C=C2)OC[C@H](C)N2C[C@@H](CC2)C (S)-3-(3-hydroxyphenyl)-4-methyl-2-(4-((S)-2-((R)-3-methylpyrrolidin-1-yl)propoxy)phenyl)-2H-benzopyran-6-ol